7-chloro-N-((S)-1-(((S)-1-cyano-2-((R)-5,5-dimethyl-2-oxopyrrolidin-3-yl)ethyl)amino)-3-cyclopropyl-1-oxopropan-2-yl)-4-methoxy-1H-indole-2-carboxamide ClC=1C=CC(=C2C=C(NC12)C(=O)N[C@H](C(=O)N[C@@H](C[C@H]1C(NC(C1)(C)C)=O)C#N)CC1CC1)OC